NC1=C(N=C(C=N1)C1COC1)SC1C(C=CC=C1)(C=1OC=CN1)Cl 6-amino-5-((2-chloro-2-(oxazol-2-yl)phenyl)sulfanyl)-3-(oxetan-3-yl)pyrazin